FC=1C=C(C=C(C1)C=1C=NN(C1)C)SCCC(=O)OCC(CCCC)CC 2-ethylhexyl 3-((3-fluoro-5-(1-methyl-1H-pyrazol-4-yl)phenyl)thio)propanoate